F[C@H]1CN(CC[C@H]1O)C1=NC=CC(=N1)NC=1N=CC2=C(N=CC(=C2C1)C(C)C)N1[C@@H](CC1)C (3S,4R)-3-fluoro-1-(4-((5-isopropyl-8-((R)-2-methylazetidin-1-yl)-2,7-naphthyridin-3-yl)amino)pyrimidin-2-yl)piperidin-4-ol